6-(2,4-dimethyl-1,3-thiazol-5-yl)pyridazin-3-one CC=1SC(=C(N1)C)C=1C=CC(NN1)=O